N-(4-(3-amino-7-(5-fluoropyridin-2-yl)-1H-pyrazolo[4,3-c]pyridin-4-yl)benzyl)-5-fluoro-2-methoxybenzamide NC1=NNC2=C1C(=NC=C2C2=NC=C(C=C2)F)C2=CC=C(CNC(C1=C(C=CC(=C1)F)OC)=O)C=C2